COCCCOC1=C(OC2=C(C1=O)C=CC=C2)C2=CC=C(C=C2)F (3-methoxypropoxy)-2-(4-fluorophenyl)-4H-1-benzopyran-4-one